2-[4-(4-bromo-1-oxo-isoindolin-2-yl)butyl]isoindoline-1,3-dione BrC1=C2CN(C(C2=CC=C1)=O)CCCCN1C(C2=CC=CC=C2C1=O)=O